8-(5-chloropyrimidin-2-yl)oxy-1-(4,4,4-trifluorobutyl)isoquinoline ClC=1C=NC(=NC1)OC=1C=CC=C2C=CN=C(C12)CCCC(F)(F)F